FC1(CCN(CC1)C1=CC(=CC(=N1)NC(=O)C=1C=2N(C(=CC1N1CCC3(CC3)CC1)NS(=O)(=O)CCO)N=CN2)C)F N-[6-(4,4-difluoropiperidin-1-yl)-4-methylpyridin-2-yl]-5-(2-hydroxyethanesulfonylamino)-7-{6-azaspiro[2.5]oct-6-yl}-[1,2,4]triazolo[1,5-a]pyridine-8-carboxamide